(R)-5-(2-isopropylphenyl)morpholin-3-one C(C)(C)C1=C(C=CC=C1)[C@@H]1COCC(N1)=O